C(C)(=O)C1=C(C2=C(N=C(N=C2)NC2=NC=C(C=C2)N2CCNCC2)N(C1=O)C1CCCC1)C 6-acetyl-8-cyclopentyl-5-methyl-2-[(5-piperazin-1-ylpyridin-2-yl)amino]pyrido[2,3-d]pyrimidin-7-one